N[C@H]1CS(C2=C(N(C1=O)CC1=CC=C(C=C1)N1CCOCC1)C=C(C=C2)C=2OC(=NN2)C(C)(C)C)(=O)=O (3R)-3-amino-7-(5-tert-butyl-1,3,4-oxadiazol-2-yl)-5-[(4-morpholinophenyl)methyl]-1,1-dioxo-2,3-dihydro-1lambda6,5-benzothiazepin-4-one